ClC1=C(C=CC=C1Cl)C1=C(C=NC=C1)N 4-(2,3-dichlorophenyl)pyridin-3-amine